C(C)(C)(C)OC(=O)N[C@H](C(=O)O)CC1=C(C=C(C(=C1)OC)NC1=NC=C(C(=N1)NC1CC1)C(F)(F)F)Cl (S)-2-((tert-butoxycarbonyl)amino)-3-(2-chloro-4-((4-(cyclopropylamino)-5-(trifluoromethyl)pyrimidin-2-yl)amino)-5-methoxyphenyl)propionic acid